OC1(CCN(CC1)C(C(C)(C)OC1=CC2=C(OC[C@@H](C(N2C)=O)NC(OC(C)(C)C)=O)C=C1)=O)C tert-butyl (S)-(7-((1-(4-hydroxy-4-methylpiperidin-1-yl)-2-methyl-1-oxopropan-2-yl)oxy)-5-methyl-4-oxo-2,3,4,5-tetrahydrobenzo[b][1,4]oxazepin-3-yl)carbamate